(2,6-Dioxopiperidin-3-yl)-4-(3-(hydroxymethyl)azetidin-1-yl)isoindoline-1,3-dione O=C1NC(CCC1N1C(C2=CC=CC(=C2C1=O)N1CC(C1)CO)=O)=O